N1N=CC2=C(C=CC=C12)B(O)O (1H-indazol-4-yl)boronic acid